N=1ON=C2C1C=CC(=C2)C2=NC(=NO2)C2=C(C=C(C=C2)NC(C)=O)OC N-{4-[5-(2,1,3-benzoxadiazol-5-yl)-1,2,4-oxadiazol-3-yl]-3-methoxy-phenyl}acetamide